9-benzyl-8-(6-bromo-4-chloropyridin-3-yl)-6-(1-methylcyclopropoxy)-9H-purine C(C1=CC=CC=C1)N1C2=NC=NC(=C2N=C1C=1C=NC(=CC1Cl)Br)OC1(CC1)C